FC=1C=CC=C2C=C(NC(C12)=O)CCC(=O)O 3-(8-fluoro-1-oxo-1,2-dihydroisoquinolin-3-yl)propionic acid